C(C=C)CC(CCC[O-])(CCC=C)CCC=C tris(2-propenylmethyl)butoxide